(2-chlorophenyl)-N-[6-(3,4-difluorophenylamino)pyridazin-4-yl]acetamide ClC1=C(C=CC=C1)CC(=O)NC1=CN=NC(=C1)NC1=CC(=C(C=C1)F)F